2,6-Dibromobenzene-1-carboxaldehyde BrC1=C(C(=CC=C1)Br)C=O